FC=1C(=NC(=NC1)NC=1C=CC(=C(C(=O)OC)C1)B1OC(C(O1)(C)C)(C)C)NC(CC)CCC methyl 5-((5-fluoro-4-(hexan-3-ylamino)pyrimidin-2-yl)amino)-2-(4,4,5,5-tetramethyl-1,3,2-dioxaborolan-2-yl)benzoate